C(C=C)(=O)[Pb] acrylyl-lead